tetramethyl-ammonium glycinate NCC(=O)[O-].C[N+](C)(C)C